ClC1=C(C=CC=C1C=1N=NN(C1)CC1=NC=C(C=C1F)C=1OC(=NN1)C(F)F)CN(C)C 1-(2-chloro-3-(1-((5-(5-(difluoromethyl)-1,3,4-oxadiazol-2-yl)-3-fluoropyridin-2-yl)methyl)-1H-1,2,3-triazol-4-yl)phenyl)-N,N-dimethylmethylamine